CC1=CC(=C(C=C1C)O)CC 4,5-dimethyl-2-ethyl-phenol